CC1=CC[C@H](CC1)C (1R,6S)-3,6-Dimethylcyclohex-2-en